P(=O)(OCC(C)Cl)(OCC(C)Cl)OCC(C)Cl tris(β-chloropropyl) phosphate